benzyl-N-dodecyl-N,N-dimethylammonium bromide [Br-].C(C1=CC=CC=C1)[N+](C)(C)CCCCCCCCCCCC